COC1=CC=CC=2C(C3=CC=4CCCCC4C=C3C(C12)=O)=O methoxy-8,10-dihydro-7H-tetracene-5,12-dione